The molecule is a tripeptide zwitterion resulting from the transfer of a proton from the carboxy group to the amino group of Gly-Gly-Pro. Major microspecies at pH 7.3. It is a tautomer of a Gly-Gly-Pro. C1C[C@H](N(C1)C(=O)CNC(=O)C[NH3+])C(=O)[O-]